2-ethyl-2,3-dihydrothieno[3,4-b]-1,4-dioxine C(C)C1COC=2C(O1)=CSC2